ClC1=CC=C(C=C1)C1=N[C@H](C=2N(C3=C1C(=C(S3)C)C)C(=NN2)C)CC(=O)NC2=CC=C(C(=O)OC)C=C2 Methyl (S)-4-(2-(4-(4-chlorophenyl)-2,3,9-trimethyl-6H-thieno[3,2-f][1,2,4]triazolo[4,3-a][1,4]diazepin-6-yl)acetamido)benzoate